C(C)(C)(C)OC(=O)\N=C(\N1C=NC=C1)/NC(OC(C)(C)C)=O tert-butyl (E)-(((tert-butoxycarbonyl)imino)(1H-imidazol-1-yl)methyl)carbamate